2-chloro-1-(2-fluoro-4-(oxetan-3-yl)phenyl)ethan-1-one ClCC(=O)C1=C(C=C(C=C1)C1COC1)F